C1(CC1)S(=O)(=O)/C=C/[C@@H](C)NC(=O)C1=NC=CN=C1 2-N-((R,E)-4-(cyclopropylsulfonyl)but-3-en-2-yl)pyrazine-2-carboxamide